CC(C(=O)O)=CC=CC1=CC=CC=C1 α-methylstyrene-acrylic acid